(bromoethylamino)piperidine-4-boronic acid pinacol ester hydrochloride Cl.BrCCNN1CCC(CC1)B1OC(C)(C)C(C)(C)O1